7-(4-(4-(benzo[b]thiophen-4-yl)piperazin-1-yl)butoxy)-N,N-dimethyl-2-oxoquinoline-1(2H)-carboxamide S1C2=C(C=C1)C(=CC=C2)N2CCN(CC2)CCCCOC2=CC=C1C=CC(N(C1=C2)C(=O)N(C)C)=O